ClC=1N=CSC1C(=O)O 4-chloro-1,3-thiazole-5-carboxylic acid